stearate (Oleyl Stearate) C(CCCCCCC\C=C/CCCCCCCC)C(C(=O)O)CCCCCCCCCCCCCCCC.C(CCCCCCCCCCCCCCCCC)(=O)O